NC=1C2=C(N=CN1)C(=NC(=C2)NC2CC(C2)O)C=2C(=C(C=CC2C)O)C 3-((R)-4-amino-6-(((1s,3S)-3-hydroxycyclobutyl)amino)pyrido[3,4-d]pyrimidin-8-yl)-2,4-dimethylphenol